CN1CCN(CC1)CC1=CC=C(N)C=C1 4-(4-methyl-1-piperazinomethyl)aniline